[I-].C(CCCCC)OC=1C(=NSN1)C1=CCC[N+](C1)(C)C(C(C)C)OC(C(C)C)=O 5-(4-(Hexyloxy)-1,2,5-thiadiazol-3-yl)-1-(1-(isobutyryloxy)-2-methylpropyl)-1-methyl-1,2,3,6-tetrahydropyridin-1-ium iodide